[2-(4-cyclopropyl-6-methoxy-pyrimidin-5-yl)-4-[[4-[1-[(4-methoxyphenyl)methyl]-6-oxo-pyridazin-3-yl]phenyl]amino]pyrimidin-5-yl]methanesulfonic acid C1(CC1)C1=NC=NC(=C1C1=NC=C(C(=N1)NC1=CC=C(C=C1)C1=NN(C(C=C1)=O)CC1=CC=C(C=C1)OC)CS(=O)(=O)O)OC